C1C2=CC=CC=C2C3=C1C=C(C=C3)[N+](=O)[O-] Nitrofluorene